2-[1-(3-chloro-4-fluorophenyl)-1H-pyrazol-3-yl]acetonitrile ClC=1C=C(C=CC1F)N1N=C(C=C1)CC#N